COC1=C(CNC2=C3N=CN(C3=NC=N2)[C@H]2[C@@H](O)[C@H](O)[C@H](O2)CO)C=CC(=C1)OC 6-(2,4-dimethoxybenzylamino)-9-β-D-arabinofuranosylpurine